C(CCC)C(C(=O)O)=C.C(CCC)OC(C=C)=O.BrC1=CC(=C(C=C1)C(=O)N1CCCC1)O (4-bromo-2-hydroxyphenyl)(pyrrolidin-1-yl)methanone butyl-acrylate (n-Butyl-acrylate)